C(=O)(OCC1=CC=CC=C1)NCCC(=O)O Cbz-β-alanine